FC=1C=C(C=C(C1)F)[C@@H]1CC=NN1C(=O)N1CC(C1)OC1=CC(=NC=C1F)N1N=C(C(=C1C)NC(=O)C1CC1)C (S)-N-(1-(4-((1-(5-(3,5-difluorophenyl)-4,5-dihydro-1H-pyrazole-1-carbonyl)azetidin-3-yl)oxy)-5-fluoropyridin-2-yl)-3,5-dimethyl-1H-pyrazol-4-yl)cyclopropanecarboxamide